4-((4bS,5R,6S,7S,7aR)-6-((3,3-difluoroazetidin-1-yl)methyl)-4b,5-dihydroxy-4-methoxy-7-phenyl-4b,5,6,7-tetrahydro-7aH-cyclopenta[4,5]furo[2,3-c]pyridin-7a-yl)benzonitrile FC1(CN(C1)C[C@@H]1[C@H]([C@]2([C@](C3=C(C=NC=C3OC)O2)([C@@H]1O)O)C1=CC=C(C#N)C=C1)C1=CC=CC=C1)F